C(C)(=O)C1=NN(C2=CN=C(C=C21)C=2C=NC(=NC2)C)CC(=O)N2[C@@H]1C[C@@]1(C[C@H]2C(=O)NC2=NC(=CC=C2C)Br)CCC (1R,3S,5R)-2-(2-(3-acetyl-5-(2-methylpyrimidin-5-yl)-1H-pyrazolo[3,4-c]pyridin-1-yl)acetyl)-N-(6-bromo-3-methylpyridin-2-yl)-5-propyl-2-azabicyclo[3.1.0]hexane-3-carboxamide